CNC(=O)C1CC2(C1)NC(OC2)=O N-methyl-6-oxo-7-oxa-5-azaspiro[3.4]octane-2-carboxamide